ClC1=C(C=2N(C=C1)C=CN2)O[C@@H]2C[C@@H](N(C2)CC2=CN=C(S2)NC(C)=O)C N-(5-(((2S,4R)-4-((7-chloroimidazo[1,2-a]pyridin-8-yl)oxy)-2-methylpyrrolidin-1-yl)methyl)thiazol-2-yl)acetamide